6-(2-hydroxy-2-methylpropoxy)-4-(6-(6-(4-methoxycyclohexane-1-carbonyl)-3,6-diazabicyclo[3.1.1]heptan-3-yl)pyridin-3-yl)pyrazolo[1,5-a]pyridine-3-carbonitrile OC(COC=1C=C(C=2N(C1)N=CC2C#N)C=2C=NC(=CC2)N2CC1N(C(C2)C1)C(=O)C1CCC(CC1)OC)(C)C